4-(N-(8'-(azetidin-1-yl)-2-methyl-4'H-spiro[cyclopropane-1,5'-naphtho[2,1-d]isoxazol]-3'-yl)sulfamoyl)-3-methoxy-N-methylbenzamide N1(CCC1)C1=CC=C2C3(CC=4C(=NOC4C2=C1)NS(=O)(=O)C1=C(C=C(C(=O)NC)C=C1)OC)C(C3)C